2-(4-(3-(trifluoromethoxy)-phenoxy)picolinamido)benzo[d]oxazole-5-carboxylate FC(OC=1C=C(OC2=CC(=NC=C2)C(=O)NC=2OC3=C(N2)C=C(C=C3)C(=O)[O-])C=CC1)(F)F